CC=1C(=NC=CC1)CN1[C@H](CCCC1)C(=O)NC1=CC=C(C=C1)C1COC1 (2R)-1-[(3-Methyl-2-pyridyl)methyl]-N-[4-(oxetan-3-yl)phenyl]piperidine-2-carboxamide